CC1=NN(C2=NC(=NC=C21)N2CCC1(CCN(C1=O)C=1C=NC(=CC1)C(F)(F)F)CC2)C2COC2 8-(3-methyl-1-(oxetan-3-yl)-1H-pyrazolo[3,4-d]pyrimidin-6-yl)-2-(6-(trifluoromethyl)pyridin-3-yl)-2,8-diazaspiro[4.5]decan-1-one